C1=C2N=C3N=C(NC3=C1N)C2 methanocarbaadenine